tert-butyl 4-((5-bromopyridin-2-yl)methyl)piperidine-1-carboxylate BrC=1C=CC(=NC1)CC1CCN(CC1)C(=O)OC(C)(C)C